The molecule is a member of the class of cortistatins that is cortistatin A in which the hydrogens at position 16 have been replaced by an oxo group. It is a member of cortistatins, a diol, a cyclic ketone and a secondary alcohol. It derives from a cortistatin B. C[C@]12CC=C3C=C4[C@H]([C@@H]([C@H](C[C@]45CC[C@@]3([C@@H]1CC(=O)[C@@H]2C6=CC7=C(C=C6)C=CN=C7)O5)N(C)C)O)O